OC(C)(C)C1=CC=C(C=N1)C=1N=C2C(=NC1)NC(CN2CC(C)(C)C)=O 6-(6-(2-hydroxypropan-2-yl)pyridin-3-yl)-4-neopentyl-3,4-dihydropyrazino[2,3-b]pyrazin-2(1H)-one